N-(4-{[4-(2-hydroxy-2-methylpropyl)-3-methylpiperazinyl]methyl}phenyl){[(4-methoxyphenyl)methyl]amino}carboxamide OC(CN1C(CN(CC1)CC1=CC=C(C=C1)NC(=O)NCC1=CC=C(C=C1)OC)C)(C)C